C(CCC)OC1=C(C(=C(C(=C1)C)O)C)C 4-butoxy-2,3,6-trimethylphenol